tert-butyl 4-(3''-chloro-4-formyl-2'-methoxy-4''-(3-methyl-2-oxoimidazolidin-1-yl)-[1,1':3',1''-terphenyl]-3-yl)piperazine-1-carboxylate ClC=1C=C(C=CC1N1C(N(CC1)C)=O)C=1C(=C(C=CC1)C1=CC(=C(C=C1)C=O)N1CCN(CC1)C(=O)OC(C)(C)C)OC